N1CC(C1)C1=CC=C(C=C1)C1=C(C=C(C#N)C=C1)OC1=NC(=NC(=C1)N1CCOCC1)C 4-[4-(azetidin-3-yl)phenyl]-3-(2-methyl-6-morpholin-4-ylpyrimidin-4-yl)oxybenzonitrile